C1(=CC=CC=C1)S(=O)(=O)NC=1C=C(C=CC1)/C=C/[C@@H](CCOC1=CC=C(C=C1)C(C(=O)O)(C)C)O 2-[4-[(E,3R)-5-[3-(Benzenesulfonamido)phenyl]-3-hydroxypent-4-enoxy]phenyl]-2-methylpropanoic acid